OCCOC(C1=CC(C(=O)OCCO)=CC=C1)=O.[Na].NC1=C(C=CC=C1)C(=O)N1CCCC1 (2-aminophenyl)(pyrrolidin-1-yl)methanone sodium bis-hydroxyethyl-isophthalate